1-(Dimethylamino)-2-methylpropan-2-yl 5-(5-chloro-3-(3-(4-(trifluoromethyl) phenyl) ureido)-1H-indol-1-yl)-5-oxopentanoate hydrochloride Cl.ClC=1C=C2C(=CN(C2=CC1)C(CCCC(=O)OC(CN(C)C)(C)C)=O)NC(=O)NC1=CC=C(C=C1)C(F)(F)F